dinonyl 8,8'-((2-(((4-(dimethylamino)butanoyl)oxy)methyl)-1,4-phenylene)bis(oxy))dioctanoate CN(CCCC(=O)OCC1=C(C=CC(=C1)OCCCCCCCC(=O)OCCCCCCCCC)OCCCCCCCC(=O)OCCCCCCCCC)C